(methyl)acryloxypropyl-methyl-dimethoxysilane CCO[Si](OC)(C)CCCOC(C=C)=O